C(C)(C)N(P(OC1COC2C1O[Si](O[Si](OC2)(C(C)C)C(C)C)(C(C)C)C(C)C)[O-])C(C)C 2,2,4,4-tetraisopropyltetrahydro-6H-furo[3,2-f][1,3,5,2,4]trioxadisilocin-9-yl diisopropylphosphoramidite